tert-butyl ((2S,4R,5R)-2-((S)-1-(4-fluorophenyl)-1,2,3,4-tetrahydroisoquinoline-2-carbonyl)-5-hydroxytetrahydro-2H-pyran-4-yl)carbamate FC1=CC=C(C=C1)[C@@H]1N(CCC2=CC=CC=C12)C(=O)[C@H]1OC[C@@H]([C@@H](C1)NC(OC(C)(C)C)=O)O